O1CC(C1)N1N=CC=2C1=NC(=CN2)N2C[C@H]1[C@H](CC2)CN(C1)C1=NC=CC(=C1)C(F)(F)F [(3aR,7aS)-5-[1-(oxetan-3-yl)-pyrazolo[3,4-b]pyrazin-6-yl]-octahydro-pyrrolo[3,4-c]pyridin-2-yl]-4-(trifluoromethyl)pyridine